C(C)(C)(C)OC(N(C)CC1CN(CCC1)C=1C=NC=CC1Cl)=O ((1-(4-Chloropyridin-3-yl)piperidin-3-yl)methyl)(methyl)carbamic acid tert-butyl ester